1-phenyl-2,4,6-trimethylbenzoyl-lithium phosphite P(O)(O)O.C1(=CC=CC=C1)C1(C(=O)[Li])C(C=C(C=C1C)C)C